C(C)(C)(C)OC(=O)N1CCN(CC1)C1=C(C(=C(C=C1)[N+](=O)[O-])F)F 4-(2,3-difluoro-4-nitrophenyl)piperazine-1-carboxylic acid tert-butyl ester